C(C1=CC=CC=C1)N1CCC(CC1)C=1C=C2CN(C(C2=CC1O)=O)C1C(NC(CC1)=O)=O 3-(5-(1-benzylpiperidin-4-yl)-6-hydroxy-1-oxoisoindolin-2-yl)piperidine-2,6-dione